CC1=CNC2=NC=C(C=C21)C=2C=C1CCN(CC1=C(C2)[C@H]2N(CCC2)C(=O)OC(C)(C)C)CC2CCOCC2 tert-butyl (S)-2-(6-(3-methyl-1H-pyrrolo[2,3-b]pyridin-5-yl)-2-((tetrahydro-2H-pyran-4-yl)methyl)-1,2,3,4-tetrahydroisoquinolin-8-yl)pyrrolidine-1-carboxylate